NC1=NC=NN2C1=CC=C2[C@@]2(O[C@H]([C@@H]([C@H]2CC(=O)[O-])CC(=O)[O-])COP(=O)(OCOC(=O)OC(C)C)OCOC(=O)OC(C)C)C#N (2R,3R,4R,5R)-2-(4-aminopyrrolo[2,1-f][1,2,4]triazin-7-yl)-5-((((bis(((isopropoxycarbonyl) oxy) methoxy) phosphoryl)) oxy) methyl)-2-cyanotetrahydrofuran-3,4-diyldiacetate